N=1C(=CN2C1SC1=C2C=CC=C1)C=1C(OC2=CC(=C(C=C2C1)CCCCCC)O)=O 3-Benzo[d]imidazo[2,1-b]thiazol-2-yl-6-hex-yl-7-hydroxy-chromen-2-one